ClC=1C(=NC2=CC(=C(N=C2C1N[C@@H](CO)C1=C(C=CC=C1)F)C=1C=NC(=CC1)P(=O)(C)C)F)C (2R)-2-({3-chloro-6-[6-(dimethylphosphoryl)pyridin-3-yl]-7-fluoro-2-methyl-1,5-naphthyridin-4-yl}amino)-2-(2-fluorophenyl)ethanol